CN1N=NC(=C1NC(O[C@H](C)C1=C(C=CC=C1)Cl)=O)C1=CC=C(C=C1)[N+](=O)[O-] (R)-1-(2-chlorophenyl)ethyl (1-methyl-4-(4-nitrophenyl)-1H-1,2,3-triazol-5-yl)carbamate